FC(CC(C(=O)NC1=NC=CC(=C1)C1=C(C2=NC=CC=C2N1)C1=NC=CC=N1)C1=CC=C(C=C1)F)F 4,4-Difluoro-2-(4-fluorophenyl)-N-[4-(3-pyrimidin-2-yl-1H-pyrrolo[3,2-b]pyridin-2-yl)-2-pyridyl]butanamid